4-(benzyloxy)benzene C(C1=CC=CC=C1)OC1=CC=CC=C1